(Z)-1-(2-cyano-4-(1-(4-(trifluoromethoxy)phenyl)-1H-1,2,4-triazol-3-yl)phenyl)-3-(3-(5-methyl-2-(trifluoromethyl)phenyl)-4-oxothiazolidin-2-ylidene)urea C(#N)C1=C(C=CC(=C1)C1=NN(C=N1)C1=CC=C(C=C1)OC(F)(F)F)NC(=O)\N=C\1/SCC(N1C1=C(C=CC(=C1)C)C(F)(F)F)=O